3-(methacryloyloxy)propyl-tris(trimethylsiloxy)silane C(C(=C)C)(=O)OCCC[Si](O[Si](C)(C)C)(O[Si](C)(C)C)O[Si](C)(C)C